(4-(8-chloro-7-((2-methyl-1H-benzo[d]imidazol-6-yl)oxy)quinoxalin-2-yl)-1H-pyrazol-1-yl)-3-methylbutanamide ClC=1C(=CC=C2N=CC(=NC12)C=1C=NN(C1)C(C(=O)N)C(C)C)OC=1C=CC2=C(NC(=N2)C)C1